C(C1=CC=CC=C1)N1CCC(CC1)C1=C(OC=C1)C(=O)NC1=CC=C(C=C1)Cl (1-Benzylpiperidin-4-yl)-N-(4-chlorophenyl)-2-furamide